pimelic acid 1-(3-((4,4-bis(((Z)-oct-5-en-1-yl) oxy) butanoyl) oxy)-2-(hydroxymethyl) propyl) 7-(3-butylheptyl) ester C(CCC)C(CCOC(CCCCCC(=O)OCC(COC(CCC(OCCCC\C=C/CC)OCCCC\C=C/CC)=O)CO)=O)CCCC